C(C)OC([C@H](NC([C@@H](NC(CNC(\C=C\C1=CC(=C(C=C1)O)OC)=O)=O)C)=O)CCC(=O)OCC)=O ((E)-3-(4-hydroxy-3-methoxyphenyl)acryloyl)-glycyl-L-alanyl-D-glutamic acid diethyl ester